C(C)(C)(C)[Si](OC\C=C\C=C)(C)C tert-butyl(dimethyl)[(2e)-2,4-pentadienyloxy]silane